arachidic acid-d3 [2H]C(CCCCCCCCCCCCCCCCC)C([2H])([2H])C(=O)O